glycerol 1-eicosanoate (4E,7E,10E-hexadecatrienoate) C(C=C\C=C\C=C\CCCCCCCCC)(=O)OC(COC(CCCCCCCCCCCCCCCCCCC)=O)CO